ClC1=C(C=CC=C1C1C(NC(CC1)=O)=O)C1=CC=C(C=C1)CC1COC1 3-(2-chloro-4'-(oxetan-3-ylmethyl)-[1,1'-biphenyl]-3-yl)piperidine-2,6-dione